FC=1C(=C(C=CC1)NC1=C(NC2=C1C(NCC2)=O)C2=C(C=NC=C2)C#C[C@@H]2N([C@H]1C[C@H]1C2)C(=O)OC(C)(C)C)OC tert-butyl (1S,3R,5S)-3-[2-(4-{3-[(3-fluoro-2-methoxyphenyl)amino]-4-oxo-1H,5H,6H,7H-pyrrolo[3,2-c]pyridin-2-yl}pyridin-3-yl)ethynyl]-2-azabicyclo[3.1.0]hexane-2-carboxylate